acetic acid, titanium salt [Ti+4].C(C)(=O)[O-].C(C)(=O)[O-].C(C)(=O)[O-].C(C)(=O)[O-]